[C@H]12CSC[C@H](CC1)N2C2=C(C=C(C=C2)N2C(O[C@H](C2)CNC(OC)=O)=O)F Methyl (((S)-3-(4-((1R,5S)-3-thia-8-azabicyclo[3.2.1]octan-8-yl)-3-fluorophenyl)-2-Oxo-oxazolidin-5-yl)methyl)carbamate